3-(2,4-dimethoxybenzyl)-1-(5-(piperazin-1-ylmethyl)pyrazolo[1,5-a]pyridin-3-yl)dihydropyrimidine-2,4(1h,3h)-dione hydrochloride Cl.COC1=C(CN2C(N(CCC2=O)C=2C=NN3C2C=C(C=C3)CN3CCNCC3)=O)C=CC(=C1)OC